N-vinyl-diethylamine C(=C)N(CC)CC